COC(=O)C1=CC2=C(C=N1)C(=NN2CSC)Br 3-bromo-1-(methylsulfanyl-methyl)pyrazolo[4,3-c]Pyridine-6-carboxylic acid methyl ester